bis{(t-butyldimethylsilyl)amino}methylvinylsilane tert-butyl-(1S)-7-chloro-6-[(E)-3-ethoxy-3-oxo-prop-1-enyl]-8-methoxy-1-methyl-1,3-dihydropyrrolo[3,4-c]quinoline-2-carboxylate C(C)(C)(C)OC(=O)N1CC=2C=NC=3C(=C(C(=CC3C2[C@@H]1C)OC)Cl)\C=C\C(=O)OCC.[Si](C)(C)(C(C)(C)C)NC(N[Si](C)(C)C(C)(C)C)C=C[SiH3]